3-[(2,3-dihydrothieno[3,4-b]-[1,4]dioxin-2-yl)methoxy]-1-propanesulfonic acid sodium salt [Na+].O1C=2C(OCC1COCCCS(=O)(=O)[O-])=CSC2